tert-butyl 4-(7-(trifluoromethyl)-2,3,4,5-tetrahydrobenzo[f][1,4]thiazepine-4-carbonyl)piperazine-1-carboxylate FC(C=1C=CC2=C(CN(CCS2)C(=O)N2CCN(CC2)C(=O)OC(C)(C)C)C1)(F)F